butyl ((1S,3R)-3-((2-acetyl-6-bromopyridin-3-yl)oxy)cyclopentyl)carbamate C(C)(=O)C1=NC(=CC=C1O[C@H]1C[C@H](CC1)NC(OCCCC)=O)Br